3-(2-((4-cyclopropylphenyl)amino)propyl)phenol C1(CC1)C1=CC=C(C=C1)NC(CC=1C=C(C=CC1)O)C